C(CCCCCCC(=O)OCCC12CC3CC(CC(C1)C3)C2)(=O)OCC(COC(CC23CC1CC(CC(C2)C1)C3)=O)COC(=O)OCCCN(CC)CC 1-(3-(2-((3r,5r,7r)-adamantan-1-yl)acetoxy)-2-((((3-(diethylamino)propoxy)carbonyl)oxy)methyl)propyl) 8-(2-((3r,5r,7r)-adamantan-1-yl)ethyl) octanedioate